(3s)-4-((3s)-l-1-(5-chloro-2,4-difluorophenyl)-3-methoxy-6-oxo-10-(trifluoromethyl)-3,4-dihydro-2H,6H-[1,4]thiazepino[2,3,4-ij]quinazolin-8-yl)-3-methylpiperazine-1-carboxylate ClC=1C(=CC(=C(C1)S1C[C@H](CN2C(N=C(C3=CC(=CC1=C23)C(F)(F)F)N2[C@H](CN(CC2)C(=O)[O-])C)=O)OC)F)F